O1C(C1)COCC(COCC1OC1)O 1,3-bis(oxiranylmethoxy)propan-2-ol